N-(4-(2-amino-1-((6-(4-aminopiperidin-1-yl)-3,5-dicyano-4-ethylpyridin-2-yl)thio)-2-oxoethyl)phenyl)-2-fluoroacrylamide NC(C(SC1=NC(=C(C(=C1C#N)CC)C#N)N1CCC(CC1)N)C1=CC=C(C=C1)NC(C(=C)F)=O)=O